FC(OC1=CC=C(C=C1)N1C(C(=NC2=CC=C(C=C12)C(C)C)C=1C=CC2=C(N(C=N2)C)C1)=O)F 1-(4-(difluoromethoxy)phenyl)-3-(1-methyl-1H-benzo[d]imidazol-6-yl)-7-isopropyl-quinoxalin-2(1H)-one